3-(isoquinolin-4-yl)-2-oxo-1-(4-(trifluoromethoxy)phenyl)imidazolidine-4-carbonitrile C1=NC=C(C2=CC=CC=C12)N1C(N(CC1C#N)C1=CC=C(C=C1)OC(F)(F)F)=O